propylamine hydrochloride salt Cl.C(CC)N